9,10-di(naphthalene-1-yl)anthracene 3-(1-methyl-1H-indol-7-yl)cyclobutyl-((2-(2,6-dioxopiperidin-3-yl)-3-oxoisoindolin-5-yl)methyl)carbamate CN1C=CC2=CC=CC(=C12)C1CC(C1)N(C(O)=O)CC=1C=C2C(N(CC2=CC1)C1C(NC(CC1)=O)=O)=O.C1(=CC=CC2=CC=CC=C12)C=1C2=CC=CC=C2C(=C2C=CC=CC12)C1=CC=CC2=CC=CC=C12